ClC1=NC=C(C(=N1)NCC1=CC(=C(C=C1)C=1N(C=C(N1)C(F)(F)F)C)CC)[N+](=O)[O-] 2-chloro-N-[[3-ethyl-4-[1-methyl-4-(trifluoromethyl)imidazol-2-yl]phenyl]methyl]-5-nitro-pyrimidin-4-amine